IC#CCN(C(O)=O)C(CCC)=O.C(CCC)NC(O)=O butylcarbamate (3-iodoprop-2-yn-1-yl butyrylcarbamate)